3-hydroxy-N-(2-morpholinoethyl)-6-oxo-6H-benzo[c]chromene-8-carboxamide OC1=CC=C2C3=C(C(OC2=C1)=O)C=C(C=C3)C(=O)NCCN3CCOCC3